ClC=1C=CC2=C(C(=NCC(N2CC2=CC=C(C=C2)OC)=O)C2=C(C=CC(=C2)OC)Cl)C1 7-chloro-5-(2-chloro-5-methoxy-phenyl)-1-[(4-methoxyphenyl)methyl]-3H-1,4-benzodiazepin-2-one